3-(hydroxymethyl)-cyclobutanone OCC1CC(C1)=O